ClC1=C(C(=O)NC2CC2)C=C(C=C1F)C=1C=NN(C1)C=1N(N=C(C1C)OC(C(C)F)(F)F)C 2-chloro-N-cyclopropyl-5-[1-[2,4-dimethyl-5-(1,1,2-trifluoropropoxy)pyrazol-3-yl]pyrazol-4-yl]-3-fluoro-benzamide